ClC1=C(C(=O)N2CCN(CC2)C(C[N+](C)(C)C)=O)C=CC(=C1)NC(=O)C=1N(C(=CN1)C1=CC=C(C=C1)C=1C(=NNC1C)C)C [2-[4-[2-chloro-4-[[5-[4-(3,5-dimethyl-1H-pyrazol-4-yl)phenyl]-1-methyl-imidazole-2-carbonyl]amino]benzoyl]piperazin-1-yl]-2-oxo-ethyl]-trimethyl-ammonium